2-(4-(((6-methylpyridin-3-yl)methyl)amino)quinazolin-6-yl)benzonitrile CC1=CC=C(C=N1)CNC1=NC=NC2=CC=C(C=C12)C1=C(C#N)C=CC=C1